9-((4-fluoropiperidin-4-yl)methyl)-2-(2-isopropylphenyl)-7H-purin-8(9H)-one FC1(CCNCC1)CN1C2=NC(=NC=C2NC1=O)C1=C(C=CC=C1)C(C)C